ClC=1C(=CC(=NC1)OC)C1=CC(=NN1)C(=O)N1CCC(CC1)C(=O)NCC1OC=CCC1 (5-(5-chloro-2-methoxypyridin-4-yl)-1H-pyrazole-3-carbonyl)-N-((3,4-dihydro-2H-pyran-2-yl)methyl)piperidine-4-carboxamide